C(C)S(=O)(=O)N1CCC(CC1)NC1=NC=C(C(=N1)C=1N=CNC1)C(F)(F)F N-(1-(ethylsulfonyl)piperidin-4-yl)-4-(1H-imidazol-4-yl)-5-(trifluoromethyl)pyrimidin-2-amine